1-ethylguanidine C(C)NC(=N)N